BrC=1C=C(C(=NC1)C(=O)[O-])C(=O)[O-] 5-bromo-2,3-pyridinedicarboxylate